FCC(C(=O)O)O BETA-FLUOROLACTIC ACID